(2R,3R,4R,5S)-1-(2-methoxyphenethyl)-2-methylpiperidine-3,4,5-triol COC1=C(CCN2[C@@H]([C@H]([C@@H]([C@H](C2)O)O)O)C)C=CC=C1